C1(CC1)N1C(C(=CC(=C1)C=O)C(=O)NC1=NC(=CC(=C1)C1=C(C=C(C=C1)F)C1=NN=CN1C)C1CC1)=O 1-cyclopropyl-N-[6-cyclopropyl-4-[4-fluoro-2-(4-methyl-1,2,4-triazol-3-yl)phenyl]pyridin-2-yl]-5-formyl-2-oxopyridine-3-carboxamide